4-(1-{[6-(methoxymethyl)-2-pyridinyl]methyl}-1H-1,2,3-triazol-4-yl)-6-(2H-pyrazol-3-yl)-2-pyrimidinylamine COCC1=CC=CC(=N1)CN1N=NC(=C1)C1=NC(=NC(=C1)C=1NN=CC1)N